C(CCCCCCCCCCC)OS(=O)(=O)C1=CC=CC=C1.[Na] sodium dodecylbenzenesulfonate salt